CN(CCCN)CCCN methyl-bis(3-aminopropyl)-amine